tert-butyl N-[(tert-butoxy)carbonyl]-N-[(5-fluoro-2,1,3-benzothiadiazol-4-yl)methyl]carbamate C(C)(C)(C)OC(=O)N(C(OC(C)(C)C)=O)CC1=C(C=CC2=NSN=C21)F